C(C)NC(C(=O)C=1C=C(C2=C(C=CO2)C1)F)C 2-(ethylamino)-1-(7-fluorobenzofuran-5-yl)propan-1-one